O=C1NC(CCC1N1C(C2=CC=CC(=C2C1=O)NCCCCCCCOC=1C=C(C=CC1)CC(=O)O)=O)=O 2-{3-[(7-{[2-(2,6-dioxopiperidin-3-yl)-1,3-dioxo-2,3-dihydro-1H-isoindol-4-yl]amino}heptyl)oxy]phenyl}acetic acid